C(C)(C)(C)NC(CN1CCC(CC1)C(NC(C1=CC(=CC(=C1)F)Cl)=O)([2H])[2H])=O N-[[1-[2-(tert-butylamino)-2-oxo-ethyl]-4-piperidyl]-dideuterio-methyl]-3-chloro-5-fluoro-benzamide